ClC=1C(=C(C=CC1)NC1=NC=NC2=CC(=C(C=C12)NC(=O)NC)C#CC1(CN(CC1)C)C)F 1-(4-((3-chloro-2-fluorophenyl)amino)-7-((1,3-dimethylpyrrolidin-3-yl)ethynyl)quinazolin-6-yl)-3-methylurea